N[C@H]1[C@@H]2N(C[C@H]1CC2)C(=O)C2=CC1=C(N(C(=N1)C=1N(C3=CC(=CC=C3C1)C1=C(C=C(C(=O)N)C=C1)F)CC1CC1)C)C(=C2)OC 4-(2-{5-[(1R,4R,7R)-7-amino-2-azabicyclo[2.2.1]heptane-2-carbonyl]-7-methoxy-1-methyl-1H-1,3-benzodiazol-2-yl}-1-(cyclopropylmethyl)-1H-indol-6-yl)-3-fluorobenzamide